tert-butyl (3S,4S)-4-[1-(2,6-dioxo-3-piperidyl)-3-ethyl-2-oxo-benzimidazol-5-yl]-3-fluoro-piperidine-1-carboxylate O=C1NC(CCC1N1C(N(C2=C1C=CC(=C2)[C@H]2[C@@H](CN(CC2)C(=O)OC(C)(C)C)F)CC)=O)=O